BrC=1C(=C(C(=NC1)N)C(=C)C1=CC=CC=C1)F 5-bromo-4-fluoro-3-(1-phenylvinyl)pyridin-2-amine